9-(allyloxy)-2-((4-methyl-2-oxabicyclo[2.1.1]hexane-1-yl)methoxy)-6,7-dihydro-4H-Pyrimido[6,1-a]isoquinolin-4-one C(C=C)OC=1C=C2CCN3C(C2=CC1)=CC(=NC3=O)OCC31OCC(C3)(C1)C